6-((5-fluoropyridin-2-yl)oxy)-7-methoxy-2-(methylsulfanyl)pyrido[2,3-d]pyrimidine FC=1C=CC(=NC1)OC1=CC2=C(N=C(N=C2)SC)N=C1OC